ClC=1C=C2C=C(NC2=CC1C1=NC=C(N=C1)OC)CNC(C(O)C(F)F)=O N-{[5-chloro-6-(5-methoxy-2-pyrazinyl)-2-indolyl]methyl}-3,3-difluorolactamide